(S or R)-1-(4-(3-(5-amino-9-fluoro-8-methoxy-[1,2,4]triazolo[1,5-c]quinazolin-2-yl)azepan-1-yl)-1H-pyrazol-1-yl)-2-methylpropan-2-ol NC1=NC=2C=C(C(=CC2C=2N1N=C(N2)[C@@H]2CN(CCCC2)C=2C=NN(C2)CC(C)(O)C)F)OC |o1:14|